COC1=C(C=CC=C1)C#CC1=C(C=NC=C1)NC(C)=O N-{4-[(2-methoxyphenyl)ethynyl]pyridin-3-yl}acetamide